tert-butyl 6-((1-oxo-2-((1-(tetrahydro-2H-pyran-2-yl)-1H-pyrazol-3-yl)methyl)-1,2-dihydrophthalazin-6-yl)thio)-2,3-dihydro-4H-benzo[b][1,4]oxazine-4-carboxylate O=C1N(N=CC2=CC(=CC=C12)SC1=CC2=C(OCCN2C(=O)OC(C)(C)C)C=C1)CC1=NN(C=C1)C1OCCCC1